2-((benzyloxy)methyl)-7-bromo-5-fluoro-3,4-dihydroisoquinolin-1(2H)-one C(C1=CC=CC=C1)OCN1C(C2=CC(=CC(=C2CC1)F)Br)=O